(R)-1-((R)-7-(4-fluorobenzoyl)-8-methyl-3-(3-Methyl-1,2,4-thiadiazol-5-yl)-5,6,7,8-tetrahydroimidazo[1,5-a]pyrazin-1-yl)-3-methyl-Oxypyrrolidin-2-one FC1=CC=C(C(=O)N2[C@@H](C=3N(CC2)C(=NC3N3C([C@@H](CC3)OC)=O)C3=NC(=NS3)C)C)C=C1